C(C)(C)(C)NC[C@H](O)C1=NC=CC=C1C(F)(F)F (S)-2-(tert-butylamino)-1-(3-(trifluoromethyl)pyridin-2-yl)ethan-1-ol